7-bromonaphthalene-2-carboxylic acid tert-butyl ester C(C)(C)(C)OC(=O)C1=CC2=CC(=CC=C2C=C1)Br